tert-butyl 4-(4-(trifluoromethyl) thiazol-2-yl)piperazine-1-carboxylate FC(C=1N=C(SC1)N1CCN(CC1)C(=O)OC(C)(C)C)(F)F